C(C)(=O)C1=CC=C(C=C1)NC(=O)N1CC(C1)NC1=NC(=NC=C1C)NC1=CC=C(C=C1)N1CCOCC1 N-(4-acetylphenyl)-3-[(5-methyl-2-{[4-(morpholin-4-yl)phenyl]amino}pyrimidin-4-yl)amino]azetidine-1-carboxamide